3,4-Difluoro-5-[[3-fluoro-2-(methylsulfamoylamino)pyridin-4-yl]methyl]-2-[2-fluoro-4-(2-trimethylsilylethynyl)anilino]benzamide Oleate potassium salt [K+].C(CCCCCCC\C=C/CCCCCCCC)(=O)[O-].FC=1C(=C(C(=O)N)C=C(C1F)CC1=C(C(=NC=C1)NS(NC)(=O)=O)F)NC1=C(C=C(C=C1)C#C[Si](C)(C)C)F